4,5-dihydroxy-3,3'-dimethoxybibenzyl OC1=C(C=C(C=C1O)CCC1=CC(=CC=C1)OC)OC